FC=1C=C(C=CC1)NC(=O)NC1=CC(=NC(=C1)Cl)Cl (3-fluorophenyl)-3-(2,6-dichloropyridin-4-yl)urea